C(C=C)(=O)N1[C@H](CN(CC1)C1=NC(=NC=2CC(CCC12)N1CCC2=CC(=CC=C12)C)OCCN(C)C)CC#N 2-((2S)-1-Acryloyl-4-(2-(2-(dimethylamino)ethoxy)-7-(5-methylindolin-1-yl)-5,6,7,8-tetrahydroquinazolin-4-yl)piperazin-2-yl)acetonitrile